C(C=C)C1(OC(CC=C)(CC=C)CC=C)CC(CC=C1O)\C=C\C(=O)CC(=O)\C=C\C1=CC=C(O)C(OC)=C1 tetra-allyl-tetrahydrocurcumin